(S)-4-(1-(1-(2-(4-fluorophenoxy)ethyl)-4-(5-methylthiophen-2-yl)-1h-1,2,3-triazole-5-carboxamido)ethyl)benzoic acid FC1=CC=C(OCCN2N=NC(=C2C(=O)N[C@@H](C)C2=CC=C(C(=O)O)C=C2)C=2SC(=CC2)C)C=C1